7-oxabicyclo[2.2.1]hept-5-ene-2-sulfonyl chloride C12C(CC(C=C1)O2)S(=O)(=O)Cl